NC1=NC=2C=NC(=CC2C2=C1COC2)N2C(CCC(C2)C)C=2C=C1CC3(C(NC1=CC2)=O)CC3 6'-(1-(4-amino-1,3-dihydrofuro[3,4-c][1,7]naphthyridine-8-yl)-5-methylpiperidin-2-yl)-1',4'-dihydro-2'H-spiro[cyclopropane-1,3'-quinoline]-2'-one